ClC1=CNC2=NC=CC(=C21)OC2=CC(=C(C=C2)NC(=O)NC2=CC(=C(C=C2)CN2CCN(CC2)C)C(F)(F)F)F 1-(4-((3-chloro-1H-pyrrolo[2,3-b]pyridin-4-yl)oxy)-2-fluorophenyl)-3-(4-((4-methylpiperazin-1-yl)methyl)-3-(trifluoromethyl)phenyl)urea